ClC1=C(C=CC=C1NC(=O)C=1N=C2N(CCNC2)C1)C1=C(C(=CC=C1)NC(=O)C=1N(C2=C(CNCC2)N1)C)C#N N-(2'-chloro-2-cyano-3'-(5,6,7,8-tetrahydroimidazo[1,2-a]pyrazine-2-carboxamido)biphenyl-3-yl)-1-methyl-4,5,6,7-tetrahydro-1H-imidazo[4,5-c]pyridine-2-carboxamide